C(C#C)OP(OCCC=C)(=O)CCC=C 3-butenylphosphonic acid (3-butenyl) (2-propynyl) ester